cyclopropyl-4-fluoro-6-(1-(8-isopropyl-8-azabicyclo[3.2.1]octan-3-yl)piperidin-4-yl)-2-(4-(methylsulfonyl)phenyl)-1H-benzo[d]imidazole C1(CC1)N1C(=NC2=C1C=C(C=C2F)C2CCN(CC2)C2CC1CCC(C2)N1C(C)C)C1=CC=C(C=C1)S(=O)(=O)C